Cl.Cl.Cl.CN1CCN(CC1)CCN1N=C(C(=C1)N)C1=NC=CC=C1 1-(2-(4-methylpiperazin-1-yl)ethyl)-3-(pyridin-2-yl)-1H-pyrazol-4-amine trihydrochloride